ClC1=C(C=CC(=C1)OCC(CO)O)C=1C=C2C(=NC1)NC=C2C(=O)C=2C(=C(C=CC2F)NS(=O)(=O)CC2=CC=CC=C2)F N-(3-(5-(2-chloro-4-(2,3-dihydroxypropoxy)phenyl)-1H-pyrrolo[2,3-b]pyridine-3-carbonyl)-2,4-difluorophenyl)-1-phenylmethanesulfonamide